tri(undec-6-yl) citrate C(CC(O)(C(=O)OC(CCCCC)CCCCC)CC(=O)OC(CCCCC)CCCCC)(=O)OC(CCCCC)CCCCC